5-((2-methoxy-5-vinyl-pyridin-4-yl)oxy)pyrimidine-2,4-diamine COC1=NC=C(C(=C1)OC=1C(=NC(=NC1)N)N)C=C